(S)-6-chloro-5-((2-oxopiperidin-3-yl)amino)-2-(3,4,5-trifluorophenyl)-1H-benzo[d]imidazole-4,7-dione ClC1=C(C(C2=C(NC(=N2)C2=CC(=C(C(=C2)F)F)F)C1=O)=O)N[C@@H]1C(NCCC1)=O